IC1=CC=C(C=C1)C(C1=CC=C(C=C1)Br)(C1=CC=C(C=C1)Br)C1=CC=C(C=C1)Br 1,1',1''-[(4-Iodophenyl)methylidyne]tris[4-bromobenzene]